C(C)(=O)O.C(CCCCCCCCCCCCC)N Tetradecyl-Amine Acetate